C1(CCCC1)OC1=NC=CC=C1 2-(cyclopentyloxy)pyridine